CC=1C=C(C=CC1)C1=N[C@@H](C(NC2=C1C=CC=C2C(F)(F)F)=O)NC([C@@H]([C@@H](C(=O)N)CCCC(F)(F)F)CCC(F)(F)F)=O (2R,3S)-N-((3S)-5-(3-methylphenyl)-2-oxo-9-(trifluoromethyl)-2,3-dihydro-1H-1,4-benzodiazepin-3-yl)-3-(4,4,4-trifluorobutyl)-2-(3,3,3-trifluoropropyl)succinamide